FC(F)(F)SC1=CC=C(N)C=C1 4-(trifluoromethylsulfanyl)aniline